NC=1C(NC=CC1)=O 3-aminopyridin-2-one